NC1(COC1)C1=C(C=C(C=C1)[C@H](C(=O)OCC)C)F |r| (±)-Ethyl 2-(4-(3-aminooxetan-3-yl)-3-fluorophenyl)propanoate